BrC=1C=C(C=NC1)C1(CC1)C=1NC(C2=C(N1)CCN(C2)C(=O)OC(C)(C)C)=O tert-butyl 2-(1-(5-bromopyridin-3-yl)cyclopropyl)-4-oxo-3,5,7,8-tetrahydropyrido[4,3-d]pyrimidine-6(4H)-carboxylate